O=C(NCCOCCOCCOCCC(=O)OC(C)(C)C)C1=CC=C(C=C1)S(N)(=O)=O tert-Butyl 1-oxo-1-(4-sulfamoylphenyl)-5,8,11-trioxa-2-azatetradecan-14-oate